1-(5-(3-fluoro-5-(trifluoromethyl)phenoxy)pyridin-3-yl)-1,5,6,7-tetrahydro-4H-pyrazolo[4,3-c]pyridin-4-one FC=1C=C(OC=2C=C(C=NC2)N2N=CC=3C(NCCC32)=O)C=C(C1)C(F)(F)F